4-tert-butyl-3-hydroxy-2,6-dimethylbenzonitrile C(C)(C)(C)C1=C(C(=C(C#N)C(=C1)C)C)O